3-(4-chlorophenyl)-1-(4-(pyridin-4-yl)phenyl)pyrrolidine-2-thione ClC1=CC=C(C=C1)C1C(N(CC1)C1=CC=C(C=C1)C1=CC=NC=C1)=S